C(C)(C)(C)OC(NCCNS(=O)(=O)C1=C(C=CC(=C1)C1=C(N=C(S1)NC(CCCCC)=O)C)OC)=O (5-(2-hexanamido-4-methylthiazol-5-yl)-2-methoxyphenylsulphonamido)ethylcarbamic acid tert-butyl ester